6-bromoimidazo[1,2-a]pyridine-3-carboxaldehyde BrC=1C=CC=2N(C1)C(=CN2)C=O